N-(4-((4-acetylpiperazin-1-yl)methyl)phenyl)-4-chlorobenzamide C(C)(=O)N1CCN(CC1)CC1=CC=C(C=C1)NC(C1=CC=C(C=C1)Cl)=O